N-(3-(1H-pyrazol-4-yl)-1H-indol-7-yl)-2-amino-2-phenylacetamide N1N=CC(=C1)C1=CNC2=C(C=CC=C12)NC(C(C1=CC=CC=C1)N)=O